(cyclopropylmethoxy)pyridazin-3(2H)-one C1(CC1)CON1N=CC=CC1=O